2,2,2-trifluoro-N-[3-methyl-4-[2-methyl-5-[2-[[(3S)-3-piperidyl]amino]pyrimidin-4-yl]thiazol-4-yl]oxy-1-naphthyl]ethanesulfonamide hydrochloride Cl.FC(CS(=O)(=O)NC1=CC(=C(C2=CC=CC=C12)OC=1N=C(SC1C1=NC(=NC=C1)N[C@@H]1CNCCC1)C)C)(F)F